(4aS,8aR)-6-[4-[(2,4-difluorophenoxy)methyl]piperidine-1-carbonyl]-4,4a,5,7,8,8a-hexahydropyrido[4,3-b][1,4]oxazin-3-one FC1=C(OCC2CCN(CC2)C(=O)N2C[C@H]3[C@H](OCC(N3)=O)CC2)C=CC(=C1)F